C(#N)C1=CC(=C(COC2=CC=CC(=N2)N2CCN(C3CC23)CC2=NC3=C(N2CC2=CN=CS2)C=C(C=C3)C(=O)OC)C=C1)F methyl 2-((5-(6-((4-cyano-2-fluorobenzyl)oxy)pyridin-2-yl)-2,5-diazabicyclo[4.1.0]heptan-2-yl)methyl)-1-(thiazol-5-ylmethyl)-1H-benzo[d]imidazole-6-carboxylate